C1=C(C=CC=2C(C3=CC=CC=C3C(C12)=O)=O)C(N)(C1=CC=2C(C3=CC=CC=C3C(C2C=C1)=O)=O)C1=CC=C2C=CC3=CC=CC4=CC=C1C2=C34 [bis(2-anthraquinonyl)-aminomethyl]pyrene